(4-chloro-2-(carbomethoxy)phenyl)boric acid ClC1=CC(=C(C=C1)OB(O)O)C(=O)OC